4-(2,5-dioxo-2,5-dihydro-pyrrol-1-yl-methyl)-cyclohexanecarboxylic acid {[5-hydroxymethyl-2-(4-nitro-benzyloxy)-phenylcarbamoyl]-methyl}-amide OCC=1C=CC(=C(C1)NC(=O)CNC(=O)C1CCC(CC1)CN1C(C=CC1=O)=O)OCC1=CC=C(C=C1)[N+](=O)[O-]